N-(4-(7-(3-(3-(dimethylamino)azetidin-1-yl)propoxy)-6-methoxyquinazolin-4-yl)phenyl)-2-(4-(trifluoromethyl)phenyl)acetamide CN(C1CN(C1)CCCOC1=C(C=C2C(=NC=NC2=C1)C1=CC=C(C=C1)NC(CC1=CC=C(C=C1)C(F)(F)F)=O)OC)C